butyl 4-(3-hydroxypropyl)piperidine-1-carboxylate OCCCC1CCN(CC1)C(=O)OCCCC